FC(C1=NN=C(O1)C1=CC=C(CN(S(=O)(=O)CCN2CCN(CC2)CCC2=CC=NC=C2)C2=CC=CC=C2)C=C1)F N-(4-(5-(difluoromethyl)-1,3,4-oxadiazol-2-yl)benzyl)-N-phenyl-2-(4-(2-(pyridin-4-yl)ethyl)piperazin-1-yl)ethane-1-sulfonamide